1H-pyrrolo[2,3-c]pyrrole N1C=CC=2C1=CNC2